4-[4-amino-2-(difluoromethyl)phenyl]-3,6-dihydro-2H-pyridine-1-carboxylic acid tert-butyl ester C(C)(C)(C)OC(=O)N1CCC(=CC1)C1=C(C=C(C=C1)N)C(F)F